C(C)(=O)N[C@H](C(=O)N1[C@@H](C[C@H](C1)O)C(=O)NCC1=C(C=C(C=C1)C1=C(N=CS1)C)OC1CCNCC1)C(C)(C)C (2S,4R)-1-((S)-2-acetamido-3,3-dimethylbutanoyl)-4-hydroxy-N-(4-(4-methylthiazol-5-yl)-2-(piperidin-4-yloxy)benzyl)pyrrolidine-2-carboxamide